4-(2-Acrylamidoethylcarbamoyl)-3-fluorophenylboronic acid C(C=C)(=O)NCCNC(=O)C1=C(C=C(C=C1)B(O)O)F